(S)-Methyl 1-((1S,2R)-1-(3-chlorophenyl)-2-(4-chlorophenyl)-2-(isopropylamino)ethyl)-5-oxopyrrolidine-2-carboxylate ClC=1C=C(C=CC1)[C@@H]([C@H](NC(C)C)C1=CC=C(C=C1)Cl)N1[C@@H](CCC1=O)C(=O)OC